ethyl 4-(4-chlorobenzyl)-5-oxo-2-(4-(pyridin-2-yloxy) phenyl)-4,5-dihydropyrazolo[1,5-a]pyrimidine-6-carboxylate ClC1=CC=C(CN2C=3N(C=C(C2=O)C(=O)OCC)N=C(C3)C3=CC=C(C=C3)OC3=NC=CC=C3)C=C1